3-{[3-({9-[(cyclopropylmethyl)amino]-7-methoxy-1H,2H,3H-cyclopenta[b]quinolin-6-yl}oxy)propyl]amino}phenol C1(CC1)CNC1=C2C(=NC=3C=C(C(=CC13)OC)OCCCNC=1C=C(C=CC1)O)CCC2